CN(CCCNC(C1=CC=C(C=C1)C=1N=CC=2N(C1)C(=CN2)C2=CC=C(C=C2)OC2=CC=CC=C2)=O)C N-[3-(dimethyl-amino)propyl]-4-[3-(4-phenoxyphenyl)imidazo[1,2-a]pyrazin-6-yl]benzamide